3,4,5-Tribromothiophene-2-carboxylic acid tert-butyl ester C(C)(C)(C)OC(=O)C=1SC(=C(C1Br)Br)Br